2,5-bis(3-tetradecylthiophen-2-yl)thieno[3,2-b]thiophene C(CCCCCCCCCCCCC)C1=C(SC=C1)C1=CC2=C(S1)C=C(S2)C=2SC=CC2CCCCCCCCCCCCCC